4-(((3-chloro-1,4-dioxo-1,4-dihydronaphthalen-2-yl)amino)methyl)-N-(pyridin-4-yl)benzamide ClC1=C(C(C2=CC=CC=C2C1=O)=O)NCC1=CC=C(C(=O)NC2=CC=NC=C2)C=C1